N[C@H](C(=O)NCCCCCC(=O)OCC1=CC=CC=C1)CCCCN benzyl (S)-6-(2,6-diaminohexanamido)hexanoate